tert-butyl (4R-cis)-6-formyl-2,2-dimethyl-1,3-dioxane-4-acetate C(=O)[C@@H]1C[C@@H](OC(O1)(C)C)CC(=O)OC(C)(C)C